([[3-chloro-4-[(pyridin-2-yl)methoxy]phenyl]amino]-3-cyano-7-ethoxyquinolin-6-yl)-4-(dimethylamino)but-2-enamide ClC=1C=C(C=CC1OCC1=NC=CC=C1)NC1=NC2=CC(=C(C=C2C=C1C#N)C(C(=O)N)=CCN(C)C)OCC